2-(2-amino-6-((4-aminophenyl)amino)-9H-purin-9-yl)-N-(2-phenyloxazol-4-yl)acetamide tert-butyl-5-(((trifluoromethyl)sulfonyl)oxy)-2-azabicyclo[4.1.0]hept-4-ene-2-carboxylate C(C)(C)(C)OC(=O)N1C2CC2C(=CC1)OS(=O)(=O)C(F)(F)F.NC1=NC(=C2N=CN(C2=N1)CC(=O)NC=1N=C(OC1)C1=CC=CC=C1)NC1=CC=C(C=C1)N